NC1=C(C=C(C=C1)Cl)C(CC1=CC=CC=C1)=O 1-(2-amino-5-chloro-phenyl)-2-phenyl-ethanone